3-(4-((4-fluorobenzo[d]thiazol-5-yl)amino)thieno[2,3-b]pyridin-2-yl)-2-methylpiperidine-1-carboxylic acid tert-butyl ester C(C)(C)(C)OC(=O)N1C(C(CCC1)C1=CC=2C(=NC=CC2NC=2C=CC3=C(N=CS3)C2F)S1)C